4-(6-(3,6-Diazabicyclo[3.1.1]heptan-3-yl)pyridin-3-yl)-6-bromopyrazolo[1,5-a]pyridine-3-carbonitrile C12CN(CC(N1)C2)C2=CC=C(C=N2)C=2C=1N(C=C(C2)Br)N=CC1C#N